ClC=1C=C(C=CC1Cl)C=1N=C(SC1)NN=C(C(=O)O)CC1=C(C=CC=C1)[N+](=O)[O-] α-[2-[4-(3,4-Dichlorophenyl)-2-thiazolyl]-hydrazinylidene]-2-nitro-benzene-propanoic acid